N[C@@H](CCC(=O)[O-])C(=O)OC methyl Z-glutamate